BrC1=NNC(=C1)Cl 3-bromo-5-chloropyrazole